CC1(O[C@]2([C@@H](O1)C[C@@H]1C([C@H]2C1)(C)C)CCO)C 2-((3aR,4R,6R,7aS)-2,2,5,5-tetramethyltetrahydro-4,6-methanobenzo[d][1,3]dioxol-3a(4H)-yl)ethan-1-ol